caprylic acid behenyl ester C(CCCCCCCCCCCCCCCCCCCCC)OC(CCCCCCC)=O